FC(CN1N=CC=2C1=NC(=CN2)N2CC1(CN(C1)C(C1=C(C=CC=C1)C)=O)CC2)F 6-[1-(2,2-difluoroethyl)-1H-pyrazolo[3,4-b]pyrazin-6-yl]-2-(2-methylbenzoyl)-2,6-diazaspiro[3.4]octane